2-(4-chlorophenyl)-1-phenylpropan ClC1=CC=C(C=C1)C(CC1=CC=CC=C1)C